ethyl-4-sulfoaniline C(C)NC1=CC=C(C=C1)S(=O)(=O)O